CNC=1N=CC=2C#CC3=NC=CC(OC[C@H](OC=4C=CC=C(NC=5N=CC1C2C5)N4)C)=C3 (9R)-N,9-dimethyl-8,11-dioxa-2,15,21,25,29-pentaazapentacyclo[17.6.2.1^{3,7}.1^{12,16}.0^{23,27}]nonacosa-1(26),3,5,7(29),12(28),13,15,19(27),20,22,24-undecaen-17-yn-22-amine